C1(=CC=CC=C1)C=1N=C(N=NC1C1=CC=CC=C1)SCC(=O)N(C)C 2-[(5,6-diphenyl-1,2,4-triazin-3-yl)sulfanyl]-N,N-dimethyl-acetamide